ClC=1C=NC(=C(C(=O)NC2CCC(CC2)CN2C(C(C3=CC=CC=C23)(C=2C=C3C=NN(C3=CC2)C)O)=O)C1)C(F)F 5-chloro-2-(difluoromethyl)-N-((1r,4r)-4-((3-hydroxy-3-(1-methyl-1H-indazol-5-yl)-2-oxoindolin-1-yl)methyl)cyclohexyl)nicotinamide